[O-]S(=O)(=O)C(F)(F)F.C(CCCCCCC)[NH+]1CCC(CC1)CCCC 1-Octyl-4-butylpiperidinium triflate